methyl 2-[1-[2-[4-(o-tolyl)-2-oxo-chromen-7-yl]oxypropanoyl]-4-piperidyl]acetate C1(=C(C=CC=C1)C1=CC(OC2=CC(=CC=C12)OC(C(=O)N1CCC(CC1)CC(=O)OC)C)=O)C